(9H-fluoren-9-yl)methyl[(2S)-1-(4-aminopiperidin-1-yl)-6-({[(9H-fluoren-9-yl)methoxy]carbonyl}amino)-1-oxohexan-2-yl]carbamate C1=CC=CC=2C3=CC=CC=C3C(C12)OC(N([C@H](C(=O)N1CCC(CC1)N)CCCCNC(=O)OCC1C2=CC=CC=C2C=2C=CC=CC12)C)=O